C(C)(C)(C)OC(=O)N1[C@@H](CN([C@H](C1)CN1[C@@H](COC[C@H]1C)C)CC1=CC=CC=C1)C (2R,5S)-4-benzyl-5-((3R,5R)-3,5-dimethyl-morpholin-4-ylmethyl)-2-methyl-piperazine-1-carboxylic acid tert-butyl ester